6,6-dideutero-D-glucose [2H]C([C@H]([C@H]([C@@H]([C@H](C=O)O)O)O)O)(O)[2H]